(±)-N-(3-(((Tert-butyldiphenylsilyl)oxy)methyl)-piperidin-3-yl)-4,5-dichloro-1-methyl-1H-indole-2-carboxamide [Si](C1=CC=CC=C1)(C1=CC=CC=C1)(C(C)(C)C)OC[C@@]1(CNCCC1)NC(=O)C=1N(C2=CC=C(C(=C2C1)Cl)Cl)C |r|